5-((3-chloro-2-methylphenoxy)methyl)-2-phenyl-[1,2,4]triazolo[1,5-a]pyrimidin-7(4H)-one ClC=1C(=C(OCC=2NC=3N(C(C2)=O)N=C(N3)C3=CC=CC=C3)C=CC1)C